C[C@H]1N(CCOC1)C1=CC(=C2C(=N1)C(=NS2)C2=CC(=NN2)C)C2=CN=NN2C (R)-3-methyl-4-(7-(1-methyl-1H-1,2,3-triazol-5-yl)-3-(3-methyl-1H-pyrazol-5-yl)isothiazolo[4,5-b]pyridin-5-yl)morpholine